9,9-dimethyl-7-(6-(4,4,5,5-tetramethyl-1,3,2-dioxaborolan-2-yl)pyridin-3-yl)-9H-fluorene CC1(C2=CC(=CC=C2C=2C=CC=CC12)C=1C=NC(=CC1)B1OC(C(O1)(C)C)(C)C)C